tert-butyl 2-(dimethylphosphoryl)-7,8-dihydro-4H-pyrazolo[1,5-a][1,4]diazepin-5(6H)-carboxylate CP(=O)(C)C1=NN2C(CN(CCC2)C(=O)OC(C)(C)C)=C1